C(C)C1=CN=C2N1C=C(C=N2)C=2C=CN1N=C(N=CC12)NC1CC(C1)(O)C 3-((5-(3-ethylimidazo[1,2-a]pyrimidin-6-yl)pyrrolo[2,1-f][1,2,4]triazin-2-yl)amino)-1-methylcyclobutan-1-ol